C(#N)C=1C=NN2C1C(=CC(=C2)OCC(C)(C)O)C=2C=CC(=NC2)N2C[C@@](CC2)(C)NC(C2=C(C=CC=C2)F)=O (S)-N-(1-(5-(3-cyano-6-(2-hydroxy-2-methylpropoxy)pyrazolo[1,5-a]pyridin-4-yl)pyridin-2-yl)-3-methylpyrrolidin-3-yl)-2-fluorobenzamide